didodecyl-ethanolamine C(CCCCCCCCCCC)N(CCO)CCCCCCCCCCCC